FC12CC(C1)(C2)NC(C2=C(C=CC=C2)C)=O N-(3-fluoro-bicyclo[1.1.1]pent-1-yl)-2-methylbenzamide